ClC1=C(C=CC=C1F)C=1CCCC2=C(C1C1=CC=C(C=C1)C=C1CN(C1)CCCF)C=CC=C2 8-(2-Chloro-3-fluorophenyl)-9-(4-((1-(3-fluoropropyl)azetidin-3-yliden)methyl)phenyl)-6,7-dihydro-5H-benzo[7]annulen